(R)-N-((R)-8-(8-((2-amino-3-chloropyridin-4-yl)thio)imidazo[1,2-c]pyrimidin-5-yl)-8-azaspiro[4.5]decan-1-yl)-2-methylpropan-2-sulfinamide NC1=NC=CC(=C1Cl)SC=1C=2N(C(=NC1)N1CCC3(CCC[C@H]3N[S@](=O)C(C)(C)C)CC1)C=CN2